(4-(1-(4-amino-2-butyl-1-methyl-1H-imidazo[4,5-d]pyridazin-7-yl)pyrrolidin-3-yl)phenyl)methanol hydrochloride salt Cl.NC1=C2C(=C(N=N1)N1CC(CC1)C1=CC=C(C=C1)CO)N(C(=N2)CCCC)C